N-isopropyl-N-(2-(phenylamino)phenyl)carboxamide C(C)(C)N(C=O)C1=C(C=CC=C1)NC1=CC=CC=C1